(5-fluoropyridin-2-yl)-4,6'-dimethyl-[3,4'-bipyridine] FC=1C=CC(=NC1)C1=NC=CC(=C1C1=CC=NC(=C1)C)C